Alpha-Dextrose C([C@@H]1[C@H]([C@@H]([C@H]([C@H](O1)O)O)O)O)O